N,N-diaminoacetamide NN(C(C)=O)N